2-(6-(((1S,4S,5S,6S)-6-fluoro-2-methyl-2-azabicyclo[2.2.2]octan-5-yl)(methyl)amino)pyridazin-3-yl)-5-(4-methyl-1H-imidazol-1-yl)phenol F[C@@H]1[C@H]([C@@H]2CN([C@H]1CC2)C)N(C2=CC=C(N=N2)C2=C(C=C(C=C2)N2C=NC(=C2)C)O)C